2-(3-(4-bromophenoxy)azetidin-1-yl)ethan-1-ol BrC1=CC=C(OC2CN(C2)CCO)C=C1